Aza-Glutamate NN(CCC(=O)[O-])C(=O)[O-]